N=1NC=C2C3(CC4=C(C12)C=C(O4)C(=O)N)CC3 2',5'-dihydrospiro[cyclopropan-1,4'-furo[2,3-g]indazol]-7'-carboxamid